C(C)(C)(C)C1=CC(=CC2=C1OP(OC1=C2C=C(C=C1C(C)(C)C)OC)CCP1OC2=C(C3=C(O1)C(=CC(=C3)OC)C(C)(C)C)C=C(C=C2C(C)(C)C)OC)OC 1,2-bis(4,8-di-tert-butyl-2,10-dimethoxydibenzo[d,f][1,3,2]dioxaphosphepin-6-yl)ethane